2-fluoro-3,4-bis((4-methoxybenzyl)oxy)benzoic acid FC1=C(C(=O)O)C=CC(=C1OCC1=CC=C(C=C1)OC)OCC1=CC=C(C=C1)OC